Cl.Cl.C1=NC=CC2=C(C=CC=C12)N(C(=O)[C@H]1CNC[C@@H]1C1=CC=CC=C1)C (3R,4S)-N-(isoquinolin-5-yl)-N-methyl-4-phenylpyrrolidine-3-carboxamide dihydrochloride